FC=1C(=C(C=CC1)B(O)O)OC 3-fluoro-2-methoxyphenylboronic acid